(E)-3-((4-(3-(4-hydroxy-3-methoxyphenyl)acryloyl)piperazin-1-yl)sulfonyl)benzonitrile OC1=C(C=C(C=C1)/C=C/C(=O)N1CCN(CC1)S(=O)(=O)C=1C=C(C#N)C=CC1)OC